Cl.CC1(COC2(C1)CCC(CC2)NN)C [3,3-dimethyl-1-oxaspiro[4.5]decan-8-yl]hydrazine hydrochloride